CC1=C(N=CN1C[C@H]1OCC1)C(=O)O 5-methyl-1-(((S)-oxetan-2-yl)methyl)-1H-imidazole-4-carboxylic acid